ClC=1N=C(SC1N(C(C(CC)C)=S)C)C=1C=NC=CC1 N-[4-chloro-2-(3-pyridyl)thiazol-5-yl]-N,2-dimethyl-3-methylthiopropanamide